tridecyloxytriethoxysilane C(CCCCCCCCCCCC)O[Si](OCC)(OCC)OCC